COC1=C(C=CC=C1)C=1N=CNC(C1C#N)=O 4-(2-methoxyphenyl)-6-oxo-1,6-dihydropyrimidine-5-carbonitrile